5-(4-((3-bromo-2-(3-ethylureido)pyridin-4-yl)methyl)piperazin-1-yl)-N,6-dimethylpicolinamide BrC=1C(=NC=CC1CN1CCN(CC1)C=1C=CC(=NC1C)C(=O)NC)NC(=O)NCC